BrC1=CNC=2C1=NC(=CC2CN2C[C@H](CCC2)C)C(=O)O (S)-3-bromo-7-((3-methylpiperidin-1-yl)methyl)-1H-pyrrolo[3,2-b]pyridine-5-carboxylic acid